C1(CC1)C(C(C#N)=C)O 2-[cyclopropyl-(hydroxy)methyl]prop-2-enenitrile